FC(C1=C(C=CC=C1)C1CCN(CC1)C(=O)C1CNCCC1)(F)F 3-(4-(2-(trifluoromethyl)phenyl)piperidin-1-carbonyl)piperidine